3-[bis(2-hydroxydodecyl)amino]propyl (S)-2-{4-[bis(2-hydroxydodecyl)amino]butyrylamino}-4-(p-hydroxyphenyl)butyrate OC(CN(CCCC(=O)N[C@H](C(=O)OCCCN(CC(CCCCCCCCCC)O)CC(CCCCCCCCCC)O)CCC1=CC=C(C=C1)O)CC(CCCCCCCCCC)O)CCCCCCCCCC